C=C1C2C(C(C(C1)(C2(C)C)CS(=O)(=O)[O-])=O)(C(=O)O)C(=O)O methylene-dicarboxyl-camphorsulfonate